COC=C1CC2CCC(C1)N2C(=O)OC(C)(C)C tert-butyl 3-(methoxymethylene)-8-azabicyclo[3.2.1]octane-8-carboxylate